C1([C@H](O)[C@@H](O)[C@H](O[C@H]2[C@H](O)[C@@H](O)[C@@H](O)[C@H](O2)CO)[C@H](O1)CO)C(O)[C@H](N)[C@H](O)\C=C\CCCCCCCCCCCCC Lactosyl-Sphingosine